COC1=CC=C(CC(=O)N)C=C1 (4-methoxybenzyl)carboxamide